OC1=C2C=NN(C(C2=CC=C1)=O)COCC[Si](C)(C)C 5-hydroxy-2-((2-(trimethylsilyl)ethoxy)methyl)phthalazin-1-one